OC1=CC=C(C=C1)C(=C(CC)C1=CC=C(C=C1)O)C1=CC=C(C=C1)N1CCC(CC1)CN1C2CN(C(C1)C2)C=2C=C1C(N(C(C1=CC2F)=O)C2C(NC(CC2)=O)=O)=O 5-(5-((1-(4-(1,2-bis(4-hydroxyphenyl)but-1-en-1-yl)phenyl)piperidin-4-yl)methyl)-2,5-diazabicyclo[2.2.1]heptan-2-yl)-2-(2,6-dioxopiperidin-3-yl)-6-fluoroisoindoline-1,3-dione